CC=1NC(C2=CC=CC=C2C1)=O methyl-isoquinolone